FC(C(=O)O)(F)F.COC(CCC1=CC(=CC(=C1)C(F)(F)F)OC)=O 3-(3-methoxy-5-(trifluoromethyl)phenyl)propanoic acid methyl ester trifluoroacetate